methyl 3-bromo-2-(bromomethyl)-4-chloro-5-fluorobenzoate BrC=1C(=C(C(=O)OC)C=C(C1Cl)F)CBr